C1(CC1)C1=C(C(=NO1)C1=C(C=CC=C1Cl)Cl)COC1CCN(CC1)C1=CC=C(C=N1)N1N=C(C(NC1=O)=O)C#N 2-(6-(4-((5-cyclopropyl-3-(2,6-dichlorophenyl)isoxazol-4-yl)methoxy)piperidin-1-yl)pyridin-3-yl)-3,5-dioxo-2,3,4,5-tetrahydro-1,2,4-triazine-6-carbonitrile